(S)-7'-((2-acetyl-2-azaspiro[3.3]hept-6-yl)amino)-2'-(3-(3,4-dihydroisoquinolin-2(1H)-yl)-2-hydroxypropyl)-2',3'-dihydro-1'H-spiro[cyclopropane-1,4'-[2,6]naphthyridine]-1'-one benzoate C(C1=CC=CC=C1)(=O)O.C(C)(=O)N1CC2(C1)CC(C2)NC2=NC=C1C3(CN(C(C1=C2)=O)C[C@H](CN2CC1=CC=CC=C1CC2)O)CC3